5-bromo-4-chloro-3-methoxy-2-methyl-2H-indazole BrC1=C(C2=C(N(N=C2C=C1)C)OC)Cl